4-methyl-N-(4-(piperazin-1-yl)quinazolin-7-yl)benzamide CC1=CC=C(C(=O)NC2=CC=C3C(=NC=NC3=C2)N2CCNCC2)C=C1